C1(CCCCC1)P(C1=C(C=CC=C1)C1=C(C=CC=C1OC(C)C)OC(C)C)C1CCCCC1.[Cl] chlorine (2-dicyclohexylphosphino-2',6'-diisopropoxy-1,1'-biphenyl)